C1(CC1)CN1C(=NC2=C1C=CC(=C2)F)CN2C=NC=C(C2=O)NC([C@H](CC\C=C\C(=O)N(C)C)NC(OC)=O)=O methyl (S,E)-(1-((1-((1-(cyclopropylmethyl)-5-fluoro-1H-benzo[d]imidazol-2-yl)methyl)-6-oxo-1,6-dihydropyrimidin-5-yl)amino)-7-(dimethylamino)-1,7-dioxohept-5-en-2-yl)carbamate